2-ethynyl-N-(naphthalen-2-ylmethyl)thiazole-4-carboxamide C(#C)C=1SC=C(N1)C(=O)NCC1=CC2=CC=CC=C2C=C1